dihydroxy-p-diisopropylbenzene OC=1C(=C(C=CC1C(C)C)C(C)C)O